Cl.C1N(CC12CCNCC2)C2=NC=NC=C2OC2=C(C(=O)N(C)C(C)C)C=C(C=C2)F 2-((4-(2,7-Diazaspiro[3.5]non-2-yl)pyrimidin-5-yl)oxy)-5-fluoro-N-isopropyl-N-methylbenzamide hydrochloride